BrC1=C(SC=C1)N[C@@H](C)C(=O)O 3-bromo-2-thienyl-L-alanine